3-(2,3-epoxycyclohexyl)propyltrimethoxysilane C1(C2C(CCC1)O2)CCC[Si](OC)(OC)OC